6-(2-chloro-5-methoxyphenyl)-3-(7-methoxyisoquinolin-4-yl)thieno[3,2-d]pyrimidine-2,4(1H,3H)-dione ClC1=C(C=C(C=C1)OC)C1=CC=2NC(N(C(C2S1)=O)C1=CN=CC2=CC(=CC=C12)OC)=O